(1R,5S,6s)-N-[6-(2-chloro-4-fluoro-phenyl)pyridazin-3-yl]-3-(tetrahydropyran-4-ylmethyl)-3-azabicyclo[3.1.0]hexan-6-amine ClC1=C(C=CC(=C1)F)C1=CC=C(N=N1)NC1[C@@H]2CN(C[C@H]12)CC1CCOCC1